COC=1C=C2C(=NC(=NC2=CC1OC)C)N[C@H](C)C1=CC(=CC=C1)\C=C\CC1=CC=CC=C1 6,7-dimethoxy-2-methyl-N-[(1R)-1-{3-[(1E)-3-phenyl-prop-1-en-1-yl]phenyl}-ethyl]quinazolin-4-amine